CC(CCCC)=NO 2-hexanone oxime